N-[2-[[5-chloro-2-[5-ethyl-2-methoxy-4-[4-(methylamino)-1-piperidyl]anilino]pyrimidine-4-yl]amino]-6-methoxyphenyl]methanesulfonamide ClC=1C(=NC(=NC1)NC1=C(C=C(C(=C1)CC)N1CCC(CC1)NC)OC)NC1=C(C(=CC=C1)OC)NS(=O)(=O)C